NCC1=CC=C(C=C1)C1=C2CN(C(C2=CC=C1)=O)CC(C(=O)N)=C 2-({4-[4-(aminomethyl)phenyl]-1-oxo-2,3-dihydro-1H-isoindol-2-yl}methyl)prop-2-enamide